C1(CC1)C(=O)NC=1C(=C(C(=O)O)C=CC1)N1CC(CC1)C (cyclopropanecarbonylamino)-2-(3-methylpyrrolidin-1-yl)benzoic acid